FC=1C(=C(C#N)C=CC1)CN1CCCC1 3-fluoro-2-(pyrrolidin-1-ylmethyl)benzonitrile